C(CCCCCCC\C=C/C\C=C/C\C=C/CC)(=O)NCCC1=CNC2=CC=CC=C12 α-linolenoyl-tryptamine